N-(cyclopropylmethyl)-2-(4-(2-hydroxypropan-2-yl)phenyl)oxazole-4-carboxamide C1(CC1)CNC(=O)C=1N=C(OC1)C1=CC=C(C=C1)C(C)(C)O